N-(1,2-Dihydroacenaphthylen-5-yl)-[1,2,4]triazolo[4,3-a]pyridine-7-carboxamide C1CC2=CC=C(C3=CC=CC1=C23)NC(=O)C2=CC=3N(C=C2)C=NN3